C(C)(=O)N1C(C(C2=CC(=CC=C12)F)=O)=CC1=CC(=C(C=C1)OCC(=O)N1CCOCC1)OC 1-acetyl-5-fluoro-2-(3-methoxy-4-(2-morpholino-2-oxoethoxy)benzylidene)indolin-3-one